C1=CC=C(C(=C1)C(=O)NC2=C(C=CC=C2F)F)Cl 2-chloro-N-(2,6-difluorophenyl)benzamide